C1(=CC=CC=C1)C1=NOC(C1)C(N)=NO 3-phenyl-isoxazoline-5-formamide oxime